C1(CC1)[C@@H]1N(C2=CC=C(C=C2[C@@H]([C@H]1C)NC1=NC=CC=N1)C=1SC(=NN1)C)C(C)=O 1-((2S,3R,4R)-2-cyclopropyl-3-methyl-6-(5-methyl-1,3,4-thiadiazol-2-yl)-4-(pyrimidin-2-ylamino)-3,4-dihydroquinolin-1(2H)-yl)ethanone